C1N(N=CN=C1)C1=CC=CC=2C3=CC=CC=C3NC12 [2,3,5-triazin-2-yl]carbazol